(S*)-1-(7-fluoro-10,11-dihydrodibenzo[b,f]oxepin-10-yl)-N-methylmethanamine FC1=CC2=C([C@H](CC3=C(O2)C=CC=C3)CNC)C=C1 |o1:5|